3-Fluoro-N-(6-oxo-2-(o-tolylamino)-5,6-dihydro-1,5-naphthyridin-3-yl)-5-(trifluoromethyl)benzamide tert-butyl-7-((3-chloro-4-fluorobenzyl)oxy)-3,4-dihydroisoquinoline-2(1H)-carboxylate C(C)(C)(C)OC(=O)N1CC2=CC(=CC=C2CC1)OCC1=CC(=C(C=C1)F)Cl.FC=1C=C(C(=O)NC=2C(=NC=3C=CC(NC3C2)=O)NC2=C(C=CC=C2)C)C=C(C1)C(F)(F)F